C(C#C)NNC(C1=CC=CC=C1)=O N'-(Prop-2-yn-1-yl)benzohydrazide